tert-butyl 2-methanesulfonyl-2,7-diazaspiro[3.5]nonane-7-carboxylate CS(=O)(=O)N1CC2(C1)CCN(CC2)C(=O)OC(C)(C)C